N[C@H](C(=O)NCCNC(OC(C)(C)C)=O)C tert-butyl (S)-(2-(2-aminopropanamido) ethyl)carbamate